(R,E)-N-(2,3-dichlorobenzylidene)-2-methylpropane-2-sulfinamide ClC1=C(\C=N\[S@](=O)C(C)(C)C)C=CC=C1Cl